N1(CCCCC1)C1=C(C=C(C=C1)NC(=O)C1=C(C=CC=C1)CC(=O)O)C(NC1=NN(C2=CC=CC=C12)CC(F)(F)F)=O 2-(2-((4-(piperidin-1-yl)-3-((1-(2,2,2-trifluoroethyl)-1H-indazol-3-yl)carbamoyl)phenyl)carbamoyl)phenyl)acetic acid